methyl-[1-[(butylamino) carbonyl]-1H-benzimidazol-2-yl] carbamate C(N)(OC1=NC2=C(N1C(=O)NCCCC)C=CC=C2C)=O